C1(CCC1)NC(=O)C=1C=C(C(N(C1)CC1=CC(=CC=C1)NC)=O)C(=O)NC N5-cyclobutyl-N3-methyl-1-(3-(methylamino)benzyl)-2-oxo-1,2-dihydropyridine-3,5-dicarboxamide